(E)-4-(2-(1-ethyl-3-(trifluoromethyl)-1H-pyrazol-4-yl)phenyl)-6-(4,4,4-trifluorobut-2-enoyl)-4,5,6,7-tetrahydrothieno[2,3-c]pyridine-2-carbonitrile C(C)N1N=C(C(=C1)C1=C(C=CC=C1)C1C2=C(CN(C1)C(\C=C\C(F)(F)F)=O)SC(=C2)C#N)C(F)(F)F